1-[(tert-butoxycarbonyl)amino]-3-hydroxycyclobutane-1-carboxylic acid ethyl ester C(C)OC(=O)C1(CC(C1)O)NC(=O)OC(C)(C)C